3-(4-((R)-4-amino-2-oxopyrrolidin-1-yl)-2,6-difluorophenyl)piperidine-2,6-dione N[C@@H]1CC(N(C1)C1=CC(=C(C(=C1)F)C1C(NC(CC1)=O)=O)F)=O